4-fluoro-1-methyl-N-(6-(thiazol-5-yl)isoquinolin-3-yl)piperidine-4-carboxamide FC1(CCN(CC1)C)C(=O)NC=1N=CC2=CC=C(C=C2C1)C1=CN=CS1